O(C#N)C=1C=C(C=C(C1)OC#N)\C=C\C1=CC=C(C=C1)OC#N trans-3,5,4'-tricyanatostilbene